4,5,5-trimethyl-tetrahydrofuran-2-carboxamide CC1CC(OC1(C)C)C(=O)N